C[C@H]1[C@@H](C(=O)C2=CC(=C(C(=C2C3=C(C4=C(C=C3[C@H]1OC(=O)C)OCO4)OC)OC)OC)OC)C The molecule is a lignan with a dibenzocyclooctadiene skeleton isolated from Kadsura ananosma. It has a role as a metabolite and a plant metabolite. It is a lignan, an acetate ester, an organic heterotetracyclic compound, an oxacycle and an aromatic ether.